methyl 5-((3-(2,6-dioxopiperidin-3-yl)-4-oxo-3,4-dihydrobenzo[d][1,2,3]triazin-6-yl)amino)pentanoate O=C1NC(CCC1N1N=NC2=C(C1=O)C=C(C=C2)NCCCCC(=O)OC)=O